2-(4''-cyano-[1,1':4',1'']terphenyl-4-yl)-4,6-di(naphthalene-1-yl)-benzoxazole C(#N)C1=CC=C(C=C1)C1=CC=C(C=C1)C1=CC=C(C=C1)C=1OC2=C(N1)C(=CC(=C2)C2=CC=CC1=CC=CC=C21)C2=CC=CC1=CC=CC=C21